γ-Linoleic Acid CCCCC/C=C\C/C=C\C/C=C\CCCCC(=O)O